o-aminobenzyl-aniline NC1=C(NCC2=CC=CC=C2)C=CC=C1